bis(3-isopropylphenyl)-dimethoxysilane C(C)(C)C=1C=C(C=CC1)[Si](OC)(OC)C1=CC(=CC=C1)C(C)C